N-(3-(4-((4-amino-7-methyl-5-(4-phenoxyphenyl)-7H-pyrrolo[2,3-d]pyrimidin-6-yl)ethynyl)piperidine-1-carbonyl)-1-methylazetidin-3-yl)acrylamide NC=1C2=C(N=CN1)N(C(=C2C2=CC=C(C=C2)OC2=CC=CC=C2)C#CC2CCN(CC2)C(=O)C2(CN(C2)C)NC(C=C)=O)C